C(C)(C)(C)OC(=O)N1C[C@@H](CC1)OCCCCCC1N(C2=NC=CC=C2CC1)C(=O)OC1=CC=CC=C1 phenyl 2-(5-(((R)-1-(tert-butoxycarbonyl)pyrrolidin-3-yl)oxy)pentyl)-3,4-dihydro-1,8-naphthyridine-1(2H)-carboxylate